C1(CCCCC1)C=1N(C(=C(C1C(=O)NC1=CC(=C(C=C1)F)C)C)C(C(=O)NC1CCC(CC1)S(=O)(=O)C)=O)C 2-cyclohexyl-N-(4-fluoro-3-methylphenyl)-1,4-dimethyl-5-(2-(((1s,4s)-4-(methylsulfonyl)cyclohexyl)amino)-2-oxoacetyl)-1H-pyrrole-3-carboxamide